5-(2-aminopyrimidin-4-yl)bicyclo[2.2.1]heptane-2-carboxylic acid methyl ester COC(=O)C1C2CC(C(C1)C2)C2=NC(=NC=C2)N